1,3-dihexyltetramethyldisiloxane C(CCCCC)[Si](O[Si](CCCCCC)(C)C)(C)C